phosphoric acid tri(1,3-dichloropropyl) ester ClC(CCCl)OP(OC(CCCl)Cl)(OC(CCCl)Cl)=O